(2-methoxyethyl)-1H-pyrazol-4-amine COCCN1N=CC(=C1)N